ClC1=CC2=C([N+](=C(N2CC)C=CNC2=CC=CC=C2)CC)C=C1Cl 5,6-dichloro-1,3-diethyl-2-(phenylaminovinyl)benzoimidazolium